FC1=C(C(=O)N2C[C@H](N([C@@H](C2)C)C(=O)C2=C(C=C(C=C2)OC)F)C)C(=CC(=C1)SC)F ((2R,6R)-4-(2,6-difluoro-4-(methylthio)benzoyl)-2,6-dimethylpiperazin-1-yl)(2-fluoro-4-methoxyphenyl)methanone